ClC1C(C1)C=1N=CC2=C(N1)N(C=C2F)C2=CC=CC(=N2)N=S(=O)(C)C ((6-(2-Chloro-5-fluoro-cyclopropyl-7H-pyrrolo[2,3-d]pyrimidin-7-yl)pyridin-2-yl)imino)dimethyl-λ6-sulfanone